C(C)(C)(C)OC(=O)N1CCC2=C(CC1)C=C(C=C2)C=O 7-formyl-1,2,4,5-tetrahydro-3H-benzo[d]azepin-3-carboxylic acid tert-butyl ester